(S,E)-Methyl-6-(benzo[b]thiophen-3-carboxamido)-7-(1-(2-(2-adamantylamino)-2-oxoethyl)-2-oxo-1,2-dihydropyridin-3-ylamino)-7-oxohept-2-enoat COC(\C=C\CC[C@@H](C(=O)NC=1C(N(C=CC1)CC(=O)NC1C2CC3CC(CC1C3)C2)=O)NC(=O)C=2C3=C(SC2)C=CC=C3)=O